benzyl (R)-pyrrolidine-2-carboxylate hydrochloride Cl.N1[C@H](CCC1)C(=O)OCC1=CC=CC=C1